C(C)(C)(C)C1N2C(C=3N(N=C4C(=CC=CC34)OCCOC(F)(F)F)C1)=CC(C(=C2)C(=O)O)=O 6-(tert-butyl)-2-oxo-10-(2-(trifluoromethoxy)ethoxy)-6,7-dihydro-2H-pyrido[2',1':3,4]pyrazino[1,2-b]indazole-3-carboxylic acid